C1(CCCC1)C=1C2=C(N=C(N1)S(=O)(=O)C)NC(=C2)C(=O)NC2=CC=CC=C2 cyclopentyl-N-phenyl-2-(methylsulfonyl)-7H-pyrrolo[2,3-d]pyrimidine-6-carboxamide